(R)-2-(3-((6-(2-(ethoxymethoxy)-4-ethynylphenyl)-5-methylpyridazin-3-yl)amino)piperidine-1-yl)acetonitrile C(C)OCOC1=C(C=CC(=C1)C#C)C1=C(C=C(N=N1)N[C@H]1CN(CCC1)CC#N)C